NCCC(C)O[Si](OCC)(OCC)CCCN (β-aminoethyl)gamma-aminopropyl-triethoxysilane